O=C1N(C[C@@H](C1)CCC)[C@H](C(=O)O)CC (2S)-2-[(4R)-2-oxo-4-propyl-1-pyrrolidinyl]butanoic acid